C(C)(C)(C)OC(C1=CC(=C(C=C1)Br)C=O)=O 4-bromo-3-formylbenzoic acid tert-butyl ester